2-fluoro-1'-((8-fluoro-4-oxo-4,5-dihydropyrrolo[1,2-a]quinoxalin-7-yl)methyl)-N-methyl-1',2',3',6'-tetrahydro-[3,4'-bipyridine]-6-carboxamide FC1=NC(=CC=C1C=1CCN(CC1)CC=1C=C2NC(C=3N(C2=CC1F)C=CC3)=O)C(=O)NC